pyridazineyl-pyran N1=NC(=CC=C1)C1OC=CC=C1